FC1=C(C(=O)Cl)C=C(C=C1)C(F)(F)F fluoro-5-(trifluoromethyl)benzoyl chloride